(Z)-6-(4-fluorophenyl)-6-hydroxy-3-(4-methoxyphenyl)-8-phenyloct-2-en-4,7-diyne-1-al FC1=CC=C(C=C1)C(C#C\C(=C/C=O)\C1=CC=C(C=C1)OC)(C#CC1=CC=CC=C1)O